dimethyl-silicon trifluoromethanesulfonate FC(S(=O)(=O)[O-])(F)F.C[Si+2]C.FC(S(=O)(=O)[O-])(F)F